2-bromo-6-(1-(2-chloro-5-fluorophenyl)ethenyl)-N-methylaniline BrC1=C(NC)C(=CC=C1)C(=C)C1=C(C=CC(=C1)F)Cl